COC1=CC=C(C=C1)C1=NC=CC=C1 2-(4-methoxyphenyl)pyridin